Vinyltributoxy-silan C(=C)[Si](OCCCC)(OCCCC)OCCCC